NC1=C2C(=NC=N1)N(N=C2C2=CC=C(CNC(C1=C(C=CC(=C1)F)OC)=O)C=C2)[C@@H]2C[C@H](CCC2)O[Si](C)(C)C(C)(C)C trans-N-(4-(4-amino-1-(3-((tert-butyldimethylsilyl)oxy)cyclohexyl)-1H-pyrazolo[3,4-d]pyrimidin-3-yl)benzyl)-5-fluoro-2-methoxybenzamide